{4-(naphthalene-2-yl)phenyl}-(1,1':2',1''-terphenyl-5'-yl)amine C1=C(C=CC2=CC=CC=C12)C1=CC=C(C=C1)NC1=CC=C(C(=C1)C1=CC=CC=C1)C1=CC=CC=C1